(1S,2S)-N-[4-(2-chloro-3-methoxy-6-methylphenyl)-[1,2,4]triazolo[4,3-a]1,6-naphthyridin-8-yl]-2-fluorocyclopropane-1-carboxamide ClC1=C(C(=CC=C1OC)C)C=1C=2N(C3=CC(=NC=C3C1)NC(=O)[C@H]1[C@H](C1)F)C=NN2